Potassium 2-(5-(tert-butoxycarbonyl)-2,5-diazabicyclo[4.1.0]heptan-2-yl)-2-oxoacetate C(C)(C)(C)OC(=O)N1CCN(C2CC12)C(C(=O)[O-])=O.[K+]